N[C@@H](CC(C)C)C(=O)N[C@@H](C[C@H]1C(NCC1)=O)C(=O)N L-leucyl-3-[(3S)-2-oxopyrrolidin-3-yl]-L-alaninamide